FC1=C(C=CC=C1F)C=1C=C2C(=NC1)NC(N2CC2=NC=CC=C2C)=O 6-(2,3-difluorophenyl)-1-[(3-methyl-2-pyridinyl)methyl]-3H-imidazo[4,5-b]pyridin-2-one